2,3-dimethyl-1-propanol CC(CO)CC